5-chloro-2-(1H-1,2,4-triazol-1-yl)benzaldehyde ClC=1C=CC(=C(C=O)C1)N1N=CN=C1